C(C)(C)(C)OC(=O)N1C(COCCC1)C1=C(C=CC(=C1)C=O)Cl 3-(2-chloro-5-formyl-phenyl)-1,4-oxazepan-4-carboxylic acid tert-butyl ester